S(=O)(=O)(OCCCCCCCCCCCC)[O-].[Ni+2].C(CCCCCCCCCCC)OS(=O)(=O)[O-] nickel dodecyl sulfate